2-(di-tert-butyl-phosphaneyl)-1-phenyl-1H-indole C(C)(C)(C)P(C=1N(C2=CC=CC=C2C1)C1=CC=CC=C1)C(C)(C)C